5-cyclopropyl-2-fluoro-4-isobutoxy-N-((4-((1-methylazetidin-3-yl)oxy)piperidin-1-yl)sulfonyl)benzamide C1(CC1)C=1C(=CC(=C(C(=O)NS(=O)(=O)N2CCC(CC2)OC2CN(C2)C)C1)F)OCC(C)C